NC1=NC=2C=C(C=CC2C2=C1COC2)CN(C(=O)C=2C=NC(=NC2)C2CC2)C=2C(=NC=CC2)C(F)F N-({4-amino-1H,3H-furo[3,4-c]quinolin-7-yl}methyl)-2-cyclopropyl-N-[2-(difluoromethyl)pyridin-3-yl]pyrimidine-5-carboxamide